3-(benzo[d]thiazol-6-yl)-6-(4-methoxyphenyl)-2-(6-methylpyridin-2-yl)-5,6-dihydro-2H-pyrazolo[3,4-c]pyridin-7(4H)-one S1C=NC2=C1C=C(C=C2)C=2N(N=C1C(N(CCC12)C1=CC=C(C=C1)OC)=O)C1=NC(=CC=C1)C